N-{4-fluoro-2-methoxy-5-[(4-methylbenzoyl)amino]phenyl}-1-methyl-1H-imidazole-5-carboxamide FC1=CC(=C(C=C1NC(C1=CC=C(C=C1)C)=O)NC(=O)C1=CN=CN1C)OC